3-(1H-1,2,3-triazol-1-yl)propenamide N1(N=NC=C1)C=CC(=O)N